C(C)(=O)C1(CC=C(CC1)C)OC(C(C1=CC=CC=C1)C1=CC=CC=C1)=O 2,2-Diphenylacetic acid 1-acetyl-4-methylcyclohex-3-en-1-yl ester